C(C)(C)(C)OC(=O)N1CCC(CC1)NC(CC=1C=NC(=CC1)N1CCCC1)=O 4-(2-(6-(pyrrolidin-1-yl)pyridin-3-yl)acetamido)piperidine-1-carboxylic acid tert-butyl ester